C(C1=CC=CC=C1)OC1=CC(=C(C=C1OC)C(=O)N1CCC(=C[C@H]1CO[Si](C)(C)C(C)(C)C)C1=CSC=C1)[N+](=O)[O-] (S)-(4-(Benzyloxy)-5-methoxy-2-nitrophenyl)(6-(((tert-butyldimethylsilyl)oxy)methyl)-4-(thiophen-3-yl)-3,6-dihydropyridin-1(2H)-yl)methanone